5-(2,5-Dioxooxolan-3-yl)-8-[6-hydroxy-6-[4-[[4-(3-oxo-3-phenylprop-1-enyl)phenoxy]methoxy]phenyl]hexoxy]-3a,4,5,9b-tetrahydrobenzo[e][2]benzofuran-1,3-dione O=C1OC(CC1C1CC2C(C(OC2=O)=O)C2=C1C=CC(=C2)OCCCCCC(C2=CC=C(C=C2)OCOC2=CC=C(C=C2)C=CC(C2=CC=CC=C2)=O)O)=O